NCCC(=O)N[C@@H](C)C(=O)N[C@@H](CCCNC(N)=O)C(=O)NC1=CC=C(C=C1)N1C(C=CC1=O)=O beta-alanyl-L-alanyl-N5-carbamoyl-N-[4-(2,5-dioxo-2,5-dihydro-1H-pyrrol-1-yl)phenyl]-L-ornithinamid